N[C@H](C(=O)OC)CCN(CCCCC1=NC=2NCCCC2C=C1)CCOC Methyl (S)-2-amino-4-((2-methoxyethyl)(4-(5,6,7,8-tetrahydro-1,8-naphthyridin-2-yl) butyl)amino)butanoate